(R)-N-(4-((4-((5-chloropyrimidin-2-yl)amino)-2-oxopyrrolidin-1-yl)methyl)phenyl)acrylamide ClC=1C=NC(=NC1)N[C@@H]1CC(N(C1)CC1=CC=C(C=C1)NC(C=C)=O)=O